OC1CC(CCC1)C(=O)OCC ethyl 3-hydroxycyclohexanecarboxylate